7-chloro-N-(2-methyloxolan-3-yl)-1H-indole-2-carboxamide ClC=1C=CC=C2C=C(NC12)C(=O)NC1C(OCC1)C